R-Tosyl-tetrahydrofuran S(=O)(=O)(C1=CC=C(C)C=C1)[C@H]1OCCC1